4-(3,8-diazabicyclo[3.2.1]octan-3-yl)-6-chloro-2-(((2S)-1-(2,6-dimethylpiperidin-1-yl)propan-2-yl)oxy-8-fluoroquinazolin-7-yl)-7-fluorobenzo[d]thiazol-2-amine C12CN(CC(CC1)N2)C2=CC(=C(C1=C2NC(S1)(N)C1=CC=C2C=NC(=NC2=C1F)O[C@H](CN1C(CCCC1C)C)C)F)Cl